4-fluoro-3-(methylphenyl)-1-methyl-1H-pyrrole-3-carboxamide FC=1C(CN(C1)C)(C(=O)N)C1=C(C=CC=C1)C